[N+](=O)([O-])C1=C(CN2C(CNCC2)=O)C=CC=C1 1-(2-nitrobenzyl)piperazin-2-one